C(CC1=CC=CC=C1)C1(C(=O)OC1)CCC1=CC=CC=C1 α,α-diphenethyl-β-propiolactone